CN1C=NC=C1C=1N=C(SC1)C(=O)O 4-(1-methyl-1H-imidazol-5-yl)thiazole-2-carboxylic acid